C(C)(C)(C)N(C(O)=O)CC1CCC(CC1)C(NCCC=1SC=CC1)=O.C(C1=CC=CC=C1)N(C1=C(C=C(C(=C1)F)CC(F)(F)F)OC)CC1=CC=CC=C1 N,N-dibenzyl-5-fluoro-2-methoxy-4-(2,2,2-trifluoroethyl)aniline tert-butyl-((4-((2-(thiophen-2-yl)ethyl)carbamoyl)cyclohexyl)methyl)carbamate